C(C)(C)(C)OC(=O)C1=C(C=C2C(=N1)N(C(N2C)=O)C)S(=O)(=O)CC 6-ethylsulfonyl-1,3-dimethyl-2-oxo-imidazo[4,5-b]pyridine-5-carboxylic acid tert-butyl ester